C(#N)C(C(=O)O)=CC(C)(C)C 2-cyano-4,4-dimethyl-2-pentenoic acid